COC(C(C(C1=CC=C2CCNCC2=C1)C1=C(C2=C(N(N=N2)CCCOCC2=CC=C(C(=O)O)C=C2)C=C1)C)(C)C)=O 4-[[3-[5-[3-methoxy-2,2-dimethyl-3-oxo-1-[1,2,3,4-tetrahydroisoquinolin-7-yl]propyl]-4-methyl-1H-1,2,3-benzotriazol-1-yl]propoxy]methyl]benzoic acid